1,1,1,2-tetrafluoro-2-chloroethane FC(C(Cl)F)(F)F